((4-methoxy-1-((6-methoxypyridin-3-yl)sulfonyl)-5-(2,4,6-trifluorophenyl)-1H-pyrrol-3-yl)methyl)methane-d3-amine COC=1C(=CN(C1C1=C(C=C(C=C1F)F)F)S(=O)(=O)C=1C=NC(=CC1)OC)CNC([2H])([2H])[2H]